guanosine-15N 5'-monophosphate sodium salt [Na+].P(=O)([O-])([O-])OC[C@@H]1[C@H]([C@H]([C@@H](O1)[15N]1C=NC=2C(=O)NC(N)=NC12)O)O.[Na+]